N-((R)-(2-(allyloxy)-4-chloro-5-methylphenyl)(piperidin-4-yl)methyl)-2-methylpropane-2-sulfinamide C(C=C)OC1=C(C=C(C(=C1)Cl)C)[C@H](NS(=O)C(C)(C)C)C1CCNCC1